methyl 2'-fluoro-5'-methoxy-6-methyl-[4,4'-bipyridine]-3-carboxylate FC1=NC=C(C(=C1)C1=C(C=NC(=C1)C)C(=O)OC)OC